COC(=O)C=1C(N(C2=CC(=CC=C2C1N)C(F)(F)F)C=1C=NC=NC1)=O 4-Amino-2-oxo-1-(pyrimidin-5-yl)-7-(trifluoromethyl)-1,2-dihydroquinoline-3-carboxylic acid methyl ester